ClC=1C(=C(C=CC1)CC1CN(CCO1)C(=O)OC(C)(C)C)C(\C=C\N(C)C)=O tert-butyl 2-[[3-chloro-2-[(E)-3-(dimethylamino)prop-2-enoyl]phenyl]methyl]morpholine-4-carboxylate